Cl.C(C1=CC=CC=C1)N1CCC2=CC=C(C=C12)N 1-benzylindoline-6-amine hydrochloride